P(=O)(OCC(N(C)C)C(C1=CC=CC=C1)C1=CC=CC=C1)([O-])[O-] (diphenylmethyl)-2-dimethylaminoethyl phosphate